3-(8-Nitro-2-oxo-3-(1H-tetrazol-5-yl)-2H-chromen-6-yl)benzoic acid ethyl ester C(C)OC(C1=CC(=CC=C1)C=1C=C2C=C(C(OC2=C(C1)[N+](=O)[O-])=O)C1=NN=NN1)=O